9-(1-(4-((5-chloro-4-((5-(dimethylphosphoryl)quinoxalin-6-yl)amino)pyrimidin-2-yl)Amino)-5-methoxy-2-(1-methyl-1H-pyrazol-4-yl)phenyl)piperidin-4-yl)-2,9-diazaspiro[5.5]undecaneN ClC=1C(=NC(=NC1)NC1=CC(=C(C=C1OC)N1CCC(CC1)N1CCC2(CCCN=C2)CC1)C=1C=NN(C1)C)NC=1C(=C2N=CC=NC2=CC1)P(=O)(C)C